(1S,3S)-N1-(6-bromo-1,2,4-triazin-3-yl)cyclopentane-1,3-diamine BrC1=CN=C(N=N1)N[C@@H]1C[C@H](CC1)N